[Br-].Br[Na] bromosodium bromide